tert-butyl N-[(6-amino-3-pyridyl)methyl]carbamate NC1=CC=C(C=N1)CNC(OC(C)(C)C)=O